C(CCCCCCC)C(COC(=O)C1=CC2=CC3=C(C=C(C4=C3SC=C4)C(=O)OCC(CCCCCCCCCC)CCCCCCCC)C=C2C=2SC=CC21)CCCCCCCCCC.C(#N)C2(CC2)NC(=O)C2CCCCC2 N-(1-cyanocyclopropyl)cyclohexane-1-carboxamide bis(2-octyldodecyl)anthra[1,2-b:5,6-b']dithiophene-4,10-dicarboxylate